N1N=CC2=CC(=CC=C12)C1=C(NC2=C(C=CC=C12)C(C)C)C(=O)O 3-(1H-indazol-5-yl)-7-isopropyl-1H-indole-2-carboxylic acid